1-((1-(5-amino-3-(difluoromethyl)-2-fluorophenyl)ethyl)amino)-7-(4-methylpiperazin-1-yl)pyrido[3,4-d]pyridazin-4(3H)-one NC=1C=C(C(=C(C1)C(C)NC=1C2=C(C(NN1)=O)C=NC(=C2)N2CCN(CC2)C)F)C(F)F